[1-[[4-[[(1Z)-2-ethoxy-3,3,3-trifluoro-1-propen-1-yl]oxy]phenyl]methyl]-1H-pyrazol-4-yl]methyl acetate C(C)(=O)OCC=1C=NN(C1)CC1=CC=C(C=C1)O\C=C(\C(F)(F)F)/OCC